rac-((1RS,3SR)-3-(4-Nitrophenoxy)cyclopentyl)methanol [N+](=O)([O-])C1=CC=C(O[C@@H]2C[C@@H](CC2)CO)C=C1 |r|